N1C=CC=2C(=CC=CC12)C=O 1H-indole-4-aldehyde